8-fluoro-1-[(2r,4r)-2-methyltetrahydro-2H-pyran-4-yl]-2-{[5-(trifluoromethyl)pyrazin-2-yl]methyl}-1H-imidazo[4,5-c]quinoline FC1=CC=2C3=C(C=NC2C=C1)N=C(N3[C@H]3C[C@H](OCC3)C)CC3=NC=C(N=C3)C(F)(F)F